2-[1-(cyclopropylmethyl)-1H-pyrrolo[2,3-b]pyridin-2-yl]-7-methoxy-1-methyl-1H-1,3-benzodiazole-5-carboxylic acid C1(CC1)CN1C(=CC=2C1=NC=CC2)C2=NC1=C(N2C)C(=CC(=C1)C(=O)O)OC